(R)-5-cyano-2-(4,4-difluoroazepan-1-yl)-4-methyl-N-(2-(S-methylsulfonimidoyl)pyridin-4-yl)nicotinamide C(#N)C=1C=NC(=C(C(=O)NC2=CC(=NC=C2)[S@@](=O)(=N)C)C1C)N1CCC(CCC1)(F)F